isobutyl 3-nitro-α-cyanocinnamate [N+](=O)([O-])C=1C=C(C=C(C(=O)OCC(C)C)C#N)C=CC1